4-iodo-5-methyl-1-(tetrahydro-2H-pyran-2-yl)-1H-pyrazole-3-carboxylic acid ethyl ester C(C)OC(=O)C1=NN(C(=C1I)C)C1OCCCC1